CN1N=C(C(=C1)C1=CC2=C(N(C=N2)C2=CC(=C(C(=O)NCC)C(=C2)OC)OC)C=C1)C 4-[5-(1,3-dimethylpyrazol-4-yl)benzimidazol-1-yl]-N-ethyl-2,6-dimethoxy-benzamide